N-(3-(diethylamino)propyl)-2-(4-(5-methyl-4H-1,2,4-triazol-3-yl)phenyl)benzo[d]imidazo[2,1-b]thiazole-7-carboxamide C(C)N(CCCNC(=O)C1=CC2=C(N3C(S2)=NC(=C3)C3=CC=C(C=C3)C3=NN=C(N3)C)C=C1)CC